NC=1C=2N(C(=C(N1)C=1C=C(C#N)C=CC1)C1=NC=NC=C1)N=C(C2)CC2=NC=CC=C2 3-(4-amino-2-(pyridin-2-ylmethyl)-7-(pyrimidin-4-yl)pyrazolo[1,5-a]pyrazin-6-yl)benzonitrile